[2-(6-Fluoro-4-methoxy-2-methyl-indol-1-yl)-ethyl]-[6-(1-methyl-1H-indol-5-yl)-pyrimidin-4-yl]-amin FC1=CC(=C2C=C(N(C2=C1)CCNC1=NC=NC(=C1)C=1C=C2C=CN(C2=CC1)C)C)OC